BrCC1=CC(=NC=N1)N1C(NC(CC1)=O)=O 1-(6-(Bromomethyl)pyrimidin-4-yl)dihydropyrimidine-2,4(1H,3H)-dione